triethylethoxysilane C(C)[Si](OCC)(CC)CC